S1C=NC2=C1C=CC(=C2)C(\C=C\C2=CC(=C(C(=C2)C)O)C)=O (E)-1-(benzo[d]thiazol-5-yl)-3-(4-hydroxy-3,5-dimethylphenyl)prop-2-en-1-one